E-naphthalene C1=CC=CC2=CC=CC=C12